(4aR,8aS)-6-(3-((S)-1-(4-(Trifluoromethyl)phenoxy)ethyl)azetidine-1-carbonyl)hexahydro-2H-pyrido[4,3-b][1,4]oxazin-3(4H)-one FC(C1=CC=C(O[C@@H](C)C2CN(C2)C(=O)N2C[C@@H]3[C@@H](OCC(N3)=O)CC2)C=C1)(F)F